ClC=1C=C(C=CC1Cl)C(=O)N1[C@@H](C=2N(CC1)C(=NN2)C2=NN1C(C=CC=C1)=C2)C (R)-(3,4-Dichlorophenyl)(8-methyl-3-(pyrazolo[1,5-a]pyridin-2-yl)-5,6-dihydro-[1,2,4]triazolo[4,3-a]pyrazin-7(8H)-yl)methanone